N1=CN=CC2=C1CN(C2)C(=O)[O-] 5,7-dihydro-6H-pyrrolo[3,4-d]pyrimidine-6-carboxylate